1-((6-cyclopropylimidazo[1,2-a]pyridin-2-yl)methyl)-N-(2-fluoro-3-methoxy-6-(morpholinosulfonyl)benzyl)-1H-1,2,3-triazole-4-carboxamide C1(CC1)C=1C=CC=2N(C1)C=C(N2)CN2N=NC(=C2)C(=O)NCC2=C(C(=CC=C2S(=O)(=O)N2CCOCC2)OC)F